OC=1C=C(CC(C(C)=O)=C)C=CC1O (E)-3,4-dihydroxybenzyl-methyleneacetone